NC1=CC=C(C(=C1CCC(CC)O)F)CC 1-(6-Amino-3-ethyl-2-fluorophenyl)-3-pentanol